C1(CC1)C=1ON=C2C1C(CCC1=C2C2=C(N=CN=C2N)N1C(C)C)NC 3-cyclopropyl-7-isopropyl-N4-methyl-4,5,6,7-tetrahydroisoxazolo[4'',3'':6',7']cyclohepta[1',2':4,5]pyrrolo[2,3-d]pyrimidine-4,11-diamine